tetrapropoxysilanol C(CC)OO[Si](OCCC)(OCCC)OCCC